C(=O)C1=CN(C2=CC=CC=C12)C=1C(=C(C(=O)OC)C=CC1)OC(C)=O methyl (3-formyl-1H-indol-1-yl)2-acetoxybenzoate